Octyl Thioglycolate C(CS)(=O)OCCCCCCCC